FC=1C=C(CNC2=C(C(C(=O)O)=CC=C2)C(=O)O)C=CC1CO 3-((3-Fluoro-4-(hydroxymethyl)benzyl)amino)phthalic acid